N-(1,3-benzodioxol-5-ylmethyl)-2-(3-chlorobenzyl)-8-methyl-4,5-dihydro-2H-furo[2,3-g]indazole-7-carboxamide O1COC2=C1C=CC(=C2)CNC(=O)C2=C(C1=C(CCC3=CN(N=C13)CC1=CC(=CC=C1)Cl)O2)C